potassium pyrrolide [N-]1C=CC=C1.[K+]